5-chloro-N4-(2-(dimethylamino)pyridin-3-yl)-N2-(2-methoxy-4-(4-methylpiperazin-1-yl)phenyl)pyrimidine-2,4-diamine ClC=1C(=NC(=NC1)NC1=C(C=C(C=C1)N1CCN(CC1)C)OC)NC=1C(=NC=CC1)N(C)C